2-methyl-N-[(4-methyl-1H-imidazol-2-yl)methylene]propane-2-sulfinamide CC(C)(C)S(=O)N=CC=1NC=C(N1)C